5-[1-[1-(2-methoxyethyl)imidazol-4-yl]-3-(trifluoromethyl)pyrazol-4-yl]-1-methyl-imidazole-2-carboxamide COCCN1C=NC(=C1)N1N=C(C(=C1)C1=CN=C(N1C)C(=O)N)C(F)(F)F